N=1C(=CN2C1COCC2)[C@H](C)C2CC21N(CCC(C1)C(=O)N)C(=O)C1=NNC(=C1)C1=CC(=NC=C1F)OC ((R)-1-(5,6-dihydro-8H-imidazo[2,1-c][1,4]oxazin-2-yl)ethyl)-4-(5-(5-fluoro-2-methoxypyridin-4-yl)-1H-pyrazole-3-carbonyl)-4-azaspiro[2.5]octane-7-carboxamide